N-(6-METHOXY-1-METHYL-1H-INDAZOL-7-YL)-6-(4-NITRO-1H-PYRAZOL-1-YL)PYRIDINE-3-SULFONAMIDE COC1=CC=C2C=NN(C2=C1NS(=O)(=O)C=1C=NC(=CC1)N1N=CC(=C1)[N+](=O)[O-])C